ethyl 4-oxo-2-(phenylethynyl)chromane-2-carboxylate O=C1CC(OC2=CC=CC=C12)(C(=O)OCC)C#CC1=CC=CC=C1